[NH4+].C(C=C)(=O)NCC(S(=O)(=O)[O-])O 2-acrylamido-1-hydroxyethanesulfonic acid ammonium salt